2-methyl-6-hydroxyphenylamine CC1=C(C(=CC=C1)O)N